C(C)(C)(C)OC(=O)N1CC2(C1)[C@@H]([C@H](C2)[C@H]2N1C(C3=CC=CC=C23)=CN=C1)O tert-Butyl-(5R,6R)-5-hydroxy-6-((R)-5H-imidazo[5,1-a]isoindol-5-yl)-2-azaspiro[3.3]heptan-2-carboxylat